2-[[[trans-3-[2-oxo-3-(3-oxo-4H-pyrido[3,2-b][1,4]oxazin-6-yl)-1,3-oxazolidin-5-yl]cyclobutyl]amino]methyl]-2,3-dihydro-1H-indene-4-carbonitrile O=C1OC(CN1C=1C=CC=2OCC(NC2N1)=O)[C@@H]1C[C@H](C1)NCC1CC=2C=CC=C(C2C1)C#N